(6E)-6,8-nonadienal C(CCCC\C=C\C=C)=O